O=C1NC(CCC1N1C(C2=CC=CC(=C2C1=O)N1CCC2(CC(C2)N2CCC(CC2)NC(OCC2=CC=CC=C2)=O)CC1)=O)=O benzyl (1-(7-(2-(2,6-dioxopiperidin-3-yl)-1,3-dioxoisoindolin-4-yl)-7-azaspiro[3.5]nonan-2-yl)piperidin-4-yl)carbamate